C(C)(C)(C)C1N2C(C3=CC(=C(C=C3C1)C=1C=NC(=CC1)C)OC)=CC(C(=C2)C(=O)O)=O 6-tert-butyl-10-methoxy-9-(6-methylpyridin-3-yl)-2-oxo-6,7-dihydro-2H-pyrido[2,1-a]isoquinoline-3-carboxylic acid